Cl.O1C2=C(OCC1)C=C(C=C2)C2=NC(=NO2)C2=CC=C(C1=CC=CC=C21)CN2CC(C2)C(=O)O ((4-(5-(2,3-dihydrobenzo[b][1,4]dioxin-6-yl)-1,2,4-oxadiazol-3-yl)naphthalen-1-yl)methyl)azetidine-3-carboxylic acid hydrochloride